1-(1-(cis-4-isopropylcyclohexyl)piperidin-4-yl)-3-(piperidin-1-ylmethyl)-1H-indole C(C)(C)[C@H]1CC[C@H](CC1)N1CCC(CC1)N1C=C(C2=CC=CC=C12)CN1CCCCC1